2-nitro-5-glycerylmethylaniline [N+](=O)([O-])C1=C(N)C=C(C=C1)CCC(O)CO